CN(C=1SC(=C(N1)C1=CC=CC=C1)OC1=CC(=NC=C1)NC1=NC=C(C(=O)N)C=C1)C 6-((4-((2-(Dimethylamino)-4-phenylthiazol-5-yl)oxy)pyridin-2-yl)amino)nicotinamide